2-(5-(4-(2-(5-amino-8-(furan-2-yl)-2-oxothiazolo[5,4-e][1,2,4]triazolo[1,5-c]pyrimidin-3(2H)-yl)ethyl)piperazin-1-yl)-2,4-difluorophenoxy)-2-methylpropanoic acid NC1=NC2=C(C=3N1N=C(N3)C=3OC=CC3)SC(N2CCN2CCN(CC2)C=2C(=CC(=C(OC(C(=O)O)(C)C)C2)F)F)=O